(4R-cis)-6-[(acetoxyl)methyl]-2,2-dimethyl-1,3-dioxane O(C(=O)C)CC1CCOC(O1)(C)C